NC1=C2C(=NC=N1)N(N=C2C2=CC=C(C=C2)OC2=CC=CC=C2)[C@H]2CN(CCC2)C(CCCCCSC2=C1C(N(C(C1=C(C=C2)F)=O)C2C(NC(CC2)=O)=O)=O)=O 4-((6-((R)-3-(4-amino-3-(4-phenoxyphenyl)-1H-pyrazolo[3,4-d]pyrimidin-1-yl)piperidin-1-yl)-6-oxohexyl)thio)-2-(2,6-dioxopiperidin-3-yl)-7-fluoroisoindoline-1,3-dione